(S)-N-(4-(3-aminopiperidin-1-yl)-5-(4-fluoro-3-methylphenyl)pyridin-2-yl)-2-(2-fluoro-6-methoxyphenyl)pyrimidin-4-amine hydrochloride Cl.N[C@@H]1CN(CCC1)C1=CC(=NC=C1C1=CC(=C(C=C1)F)C)NC1=NC(=NC=C1)C1=C(C=CC=C1OC)F